N1(C=NC=C1)C1=CC(=NC=C1)C(=O)NC1CC(CCC1)C(C)C 4-(1H-imidazol-1-yl)-N-(3-isopropylcyclohexyl)picolinamide